N[C@H]1CS(C2=C(N(C1=O)CC1=CC=C(OCCCCCCCCCCCNC(C)=O)C=C1)C=C(C(=C2)F)C=2OC(=NN2)C(C)(C)C)(=O)=O N-[11-[4-[[(3R)-3-amino-7-(5-tert-butyl-1,3,4-oxadiazol-2-yl)-8-fluoro-1,1,4-trioxo-2,3-dihydro-1λ6,5-benzothiazepin-5-yl]methyl]phenoxy]undecyl]acetamide